FC1=CC=C2C(=CNC2=C1)CC(=O)N1CC(C1)C(=O)O 1-(2-(6-fluoro-1H-indol-3-yl)acetyl)azetidine-3-carboxylic acid